CNC1=C(C(=NC=C1)OCCCC)C1=CC=C(C=C1)S(=O)(=O)N 4-(methylamino[butoxy]pyridin-3-yl)benzenesulfonamide